2-[(2R,5R)-2-(Methoxy-methyl)-5-methyl-piperazin-1-yl]-1-{6-[(4-methoxyphenyl)-methyl]-3,3-dimethyl-1H,2H,3H-pyrrolo[3,2-c]pyridin-1-yl}ethan-1-one, hydrochloride salt Cl.COC[C@@H]1N(C[C@H](NC1)C)CC(=O)N1CC(C=2C=NC(=CC21)CC2=CC=C(C=C2)OC)(C)C